CP(=O)(C)C1=C(C=CC=C1)NC1=NC(=NC=C1C(F)(F)F)NC1OC=2C(C1)=C(C=CC2)C(=O)NOCC ((4-((2-(dimethylphosphoryl)phenyl)amino)-5-(trifluoromethyl)pyrimidin-2-yl)amino)-N-ethoxy-2,3-Dihydrobenzofuran-4-carboxamide